2-(benzylthio)-5-(difluoromethyl)thiophene C(C1=CC=CC=C1)SC=1SC(=CC1)C(F)F